3-({[(Z)-1-(methylthio)-2-nitroethenyl]Amino}methyl)azetidin-3-ol CS\C(=C/[N+](=O)[O-])\NCC1(CNC1)O